N-(4-(((3-(1,3-dimethyl-1H-indazol-5-yl)-2,5-dimethylpyrazolo[1,5-a]pyrimidin-7-yl)amino)methyl)phenyl)methanesulfonamide CN1N=C(C2=CC(=CC=C12)C=1C(=NN2C1N=C(C=C2NCC2=CC=C(C=C2)NS(=O)(=O)C)C)C)C